[Si](C1=CC=CC=C1)(C1=CC=CC=C1)(C(C)(C)C)OCC1CCC(CO1)N 6-((tert-butyldiphenylsilyl)oxy)methyltetrahydro-2H-pyran-3-amine